CN(C1(CCC2(CN(C(N2)=O)C=2C=NC(=NC2)C2=C3CNC(C3=CC=C2)=O)CC1)C1=CC=CC=C1)C Cis-8-dimethylamino-3-[2-(1-oxo-2,3-dihydro-isoindol-4-yl)-pyrimidin-5-yl]-8-phenyl-1,3-diazaspiro[4.5]decan-2-one